ClC=1C=CC=C2C(=CC(=NC12)NC1=NC=CC(=C1)C(F)(F)F)NCCCN1CCCCC1 8-chloro-N4-(3-(piperidin-1-yl)propyl)-N2-(4-(trifluoromethyl)pyridin-2-yl)quinoline-2,4-diamine